7-benzyloxy-1H-quinazolin-4-one C(C1=CC=CC=C1)OC1=CC=C2C(N=CNC2=C1)=O